(R)-2-(3-((6-chloro-5-methylpyridazin-3-yl)amino)piperidin-1-yl)acetic acid ClC1=C(C=C(N=N1)N[C@H]1CN(CCC1)CC(=O)O)C